FC1=CC=C(CN2C(=NC3=C2C=CC=C3NS(=O)(=O)CC)C3=CN(C2=C(N=CC=C23)O)C)C=C1 N-(1-(4-fluorobenzyl)-2-(7-hydroxy-1-methyl-1H-pyrrolo[2,3-c]pyridin-3-yl)-1H-benzo[d]imidazol-4-yl)ethanesulfonamide